2-methyl-4-(trifluoro-methyl)pyrazole-3-carbaldehyde CN1N=CC(=C1C=O)C(F)(F)F